C(CCCCCCCCCCC)C(=S)SC(C(=O)O)(C)C 2-[dodecyl-(thiocarbonyl)thio]-2-methylpropanoic acid